(1-(pyridin-3-yl)piperidin-4-yl)methylamine N1=CC(=CC=C1)N1CCC(CC1)CN